C(C)(C)(C)OC(=O)N1CCN(CC1)C1=C2C=C(N=CC2=CC=C1)Cl 4-(3-chloroisoquinolin-5-yl)piperazine-1-carboxylic acid tert-butyl ester